5-(azetidin-2-ylmethoxy)-N-(1-(8-chloro-7-(2-methylthiazol-5-yl)quinolin-5-yl)cyclopropyl)-2-methylbenzamide N1C(CC1)COC=1C=CC(=C(C(=O)NC2(CC2)C2=C3C=CC=NC3=C(C(=C2)C2=CN=C(S2)C)Cl)C1)C